tert-butyl (8aS)-3-oxo-1,2,5,6,8,8a-hexahydroimidazo[1,5-a]pyrazine-7-carboxylate O=C1NC[C@@H]2N1CCN(C2)C(=O)OC(C)(C)C